ClC1=CC(=NC=C1)[C@@H](CC=C)N[S@](=O)C(C)(C)C (R)-N-((R)-1-(4-chloropyridin-2-yl)but-3-en-1-yl)-2-methylpropan-2-sulfinamide